4-amino-2-oxo-7-(trifluoromethyl)-1,2-dihydroquinoline-3-carboxylic acid NC1=C(C(NC2=CC(=CC=C12)C(F)(F)F)=O)C(=O)O